(R)-2-(6,7-difluoro-1-oxophthalazin-2(1H)-yl)-N-(4-(1-methyl-1H-pyrazol-5-yl)phenyl)propanamide FC=1C=C2C=NN(C(C2=CC1F)=O)[C@@H](C(=O)NC1=CC=C(C=C1)C1=CC=NN1C)C